(4,6-dichloropyrimidin-5-yl)propan-1-ol ClC1=NC=NC(=C1C(CC)O)Cl